ClC=1C=C2C(=NC(=NC2=CC1)C)N1CC=2C=C(C=NC2CC1)C=1C=NC(=CC1C)F 6-chloro-4-(3-(6-fluoro-4-methylpyridin-3-yl)-7,8-dihydro-1,6-naphthyridin-6(5H)-yl)-2-methylquinazoline